5-fluoro-6-((R)-1-hydroxy-2-((3aS,5S,6aR)-3a-hydroxy-5-phenoxyhexahydrocyclopenta[c]pyrrol-2(1H)-yl)ethyl)-1,4-dihydro-2H-benzo[d][1,3]oxazin-2-one FC1=C(C=CC=2NC(OCC21)=O)[C@H](CN2C[C@@H]1[C@](C2)(C[C@H](C1)OC1=CC=CC=C1)O)O